ClC1=NC(=C2C(=N1)N(N=C2)[C@H]2[C@@H]([C@@H]([C@H](O2)COC(CO)P(O)(O)=O)O)O)N[C@H]2CCC1=CC=CC=C21 (1-(((2R,3S,4R,5R)-5-(6-chloro-4-(((S)-2,3-dihydro-1H-inden-1-yl)amino)-1H-pyrazolo[3,4-d]-pyrimidin-1-yl)-3,4-dihydroxy-tetrahydrofuran-2-yl)methoxy)-2-hydroxyethyl)phosphonic acid